F[C@]1(CN(CC[C@H]1O)C1=NC=CC(=N1)NC=1N=CC2=C(N=CC(=C2C1)C(C)C)N1CC(C1)CS(=O)(=O)C(C)C)C (3S,4R)-3-fluoro-3-methyl-1-(4-{[5-(propan-2-yl)-8-{3-[(propane-2-sulfonyl)methyl]azetidin-1-yl}-2,7-naphthyridin-3-yl]amino}pyrimidin-2-yl)piperidin-4-ol